ClC1=CC2=C(OC=C3C(=N2)C=CC=C3)C=C1 7-chlorodibenzo[b,e][1,4]oxazepin